O=C1C2=CC=CC=C2N2C1=NC1=CC=CC=C1C2=O 6,12-dihydro-6,12-dioxoindolo-(2,1-b)-quinazoline